C(C)(C)(C)OC(N(CC(COC)=O)C1=C(C=C(C=C1[N+](=O)[O-])C)Br)=O (2-bromo-4-methyl-6-nitrophenyl)(3-methoxy-2-oxopropyl)carbamic acid tert-butyl ester